F[C@@H]1[C@@H](C1)C(=O)NC1=NC=NC(=C1)C=1C(=NC=CC1)NC=1C=NC(=CC1C)[C@@H](CC)O (1S,2S)-2-fluoro-N-{6-[2-({6-[(1R)-1-hydroxypropyl]-4-methylpyridin-3-yl}amino)pyridin-3-yl]pyrimidin-4-yl}cyclopropane-1-carboxamide